Dimethyl 2-bromosuccinate BrC(C(=O)OC)CC(=O)OC